ethyl 4-(methylsulfonyl)-3-(4-(trifluoromethyl) phenyl)-4,5,6,7-tetrahydropyrazolo[1,5-a]pyrimidine-6-carboxylate CS(=O)(=O)N1C=2N(CC(C1)C(=O)OCC)N=CC2C2=CC=C(C=C2)C(F)(F)F